(S)-2-[4-(4-chlorophenoxy)-2-(trifluoromethyl)phenyl]-1-(1,2,4-triazol-1-yl)propan-2-ol ClC1=CC=C(OC2=CC(=C(C=C2)[C@](CN2N=CN=C2)(C)O)C(F)(F)F)C=C1